hydroxyethyl sulfide bis(2-mercaptoacetate) SCC(=O)O.SCC(=O)O.OCCSCCO